heptenoate C(C=CCCCC)(=O)[O-]